5-methylimidazole CC1=CN=CN1